1,2,4-trimethyl-3H-phenothiazin-3-one CC1=C(C(C(=C2SC3=CC=CC=C3N=C12)C)=O)C